6-bromohexyl 6,6-bis(((Z)-oct-3-en-1-yl)oxy)hexanoate C(C\C=C/CCCC)OC(CCCCC(=O)OCCCCCCBr)OCC\C=C/CCCC